NC1=NC=2C=C(C(=CC2C2=C1COC2)C(=O)N(CC2=NC=C(C=C2)C2CC2)C2CC2)Cl 4-amino-7-chloro-N-cyclopropyl-N-((5-cyclopropyl-2-pyridinyl)methyl)-1,3-dihydrofuro[3,4-c]quinoline-8-carboxamide